C1N=NC=2N1C1=CC=CC=C1NC2 5H-[1,2,4]triazolo[4,3-a]quinoxaline